C1(=CC=CC=C1)P([C-]1C=CC=C1)C1=CC=CC=C1.[C-]1(C=CC=C1)P(C1=CC=CC=C1)C1=CC=CC=C1.[Fe+2] 1,1'-bis-(diphenylphosphino)-ferrocene